N-[6-chloro-4-(trifluoromethyl)-2,3-dihydro-1-benzofuran-7-yl]-1,1-diphenylmethanimine ClC1=C(C2=C(CCO2)C(=C1)C(F)(F)F)N=C(C1=CC=CC=C1)C1=CC=CC=C1